N-((5-fluoro-6-(isoxazol-5-ylmethoxy)-1H-indol-2-yl)methyl)acetamide FC=1C=C2C=C(NC2=CC1OCC1=CC=NO1)CNC(C)=O